Hexyl (R)-3-((E)-2-butenoyloxy)-butyrate C(\C=C\C)(=O)O[C@@H](CC(=O)OCCCCCC)C